1-(5-{2-[(1-methyl-1H-pyrazolo[4,3-d]pyrimidin-7-yl)amino]ethyl}-1,3-thiazol-2-yl)-3-[3-(trifluoromethyl)phenyl]urea CN1N=CC=2N=CN=C(C21)NCCC2=CN=C(S2)NC(=O)NC2=CC(=CC=C2)C(F)(F)F